tert-butyl-(2S,SR)-4-(bis(4-chlorophenyl)methyl)-2,5-dimethylpiperazine C(C)(C)(C)N1[C@H](CN([C@H](C1)C)C(C1=CC=C(C=C1)Cl)C1=CC=C(C=C1)Cl)C |&1:8|